tert-butyl 4-{3-carbamoyl-2-[4-(2-fluorophenoxy)phenyl]-2H-pyrazolo[4,3-b]pyridin-7-yl}piperazine-1-carboxylate C(N)(=O)C=1N(N=C2C1N=CC=C2N2CCN(CC2)C(=O)OC(C)(C)C)C2=CC=C(C=C2)OC2=C(C=CC=C2)F